O1CCN(CC1)C1=NC=CC=C1 2-MORPHOLINOPYRIDINE